BrC1=CC=C(C=C1)C1=CC=C(C=C1)OB(O)O (4'-bromo-(1,1'-biphenyl)-4-yl)boric acid